C(C(O)C)(=O)[O-].[Ag+] Silver lactate